1-((3S,4R)-4-(3-fluorophenyl)-1-(2-methoxyethyl)pyrrolidin-3-yl)-3-(1-methyl-3-phenyl-1H-pyrazol-5-yl)urea FC=1C=C(C=CC1)[C@H]1[C@@H](CN(C1)CCOC)NC(=O)NC1=CC(=NN1C)C1=CC=CC=C1